BrCC=1C=CC(=NC1)C(C)(F)F 5-(bromomethyl)-2-(1,1-difluoroethyl)pyridine